C1(=CC(=CC=C1)NC(OC1=CC=CC=C1)=O)C1=CC=CC=C1 phenyl [1,1'-biphenyl]-3-ylcarbamate